(S)-N-((4,6-dimethylpyrazin-3-yl)methyl)-4-(5-(5-fluoro-2-methoxypyridin-4-yl)-1H-pyrazole-3-carbonyl)-4-azaspiro[2.5]octane-7-carboxamide CN1C(C=NC(=C1)C)CNC(=O)[C@H]1CCN(C2(CC2)C1)C(=O)C1=NNC(=C1)C1=CC(=NC=C1F)OC